N-[(1S)-1-[6-(4-methylpiperazin-1-yl)pyridin-2-yl]ethyl]propionamide CN1CCN(CC1)C1=CC=CC(=N1)[C@H](C)NC(CC)=O